NC(C(=O)O)(CCCCB(O)O)C1CC2N(C(C1)C2)CC2=CC(=C(C=C2)Cl)Cl 2-amino-6-borono-2-(6-(3,4-dichlorobenzyl)-6-azabicyclo[3.1.1]heptan-3-yl)hexanoic acid